Cyclobutyl-Amine C1(CCC1)N